CN1C=CC2=CC=CC(=C12)NC1=NN2C(=NC=CC2=N1)C1=CC(=C(C(=C1)OC)OC)OC N-(1-methyl-1H-indol-7-yl)-5-(3,4,5-trimethoxyphenyl)-[1,2,4]triazolo[1,5-c]pyrimidin-2-amine